(S)-1-amino-1'-(6-amino-5-((2-amino-3-chloropyridin-4-yl)thio)pyrazin-2-yl)-1,3-dihydrospiro[indene-2,4'-piperidine]-6-carboxylic acid N[C@@H]1C2=CC(=CC=C2CC12CCN(CC2)C2=NC(=C(N=C2)SC2=C(C(=NC=C2)N)Cl)N)C(=O)O